(S)-8-(2-methyl-6-((R)-2,2,2-trifluoro-1-(2-(3-methyl-1H-pyrazol-1-yl)-4-(pyridin-4-yl)phenyl)ethoxy)pyrimidin-4-yl)-2,8-diazaspiro[4.5]decane-3-carboxylic acid CC1=NC(=CC(=N1)N1CCC2(C[C@H](NC2)C(=O)O)CC1)O[C@@H](C(F)(F)F)C1=C(C=C(C=C1)C1=CC=NC=C1)N1N=C(C=C1)C